Exo-N-(1-(4-((exo-6-Amino-3-azabicyclo[3.1.0]hexan-3-yl)methyl)phenyl)-2-oxo-1,2-dihydropyrimidin-4-yl)-6-(aminomethyl)-3-azabicyclo[3.1.0]hexane-3-carboxamide Hydrochloride Salt Cl.NC1C2CN(CC12)CC1=CC=C(C=C1)N1C(N=C(C=C1)NC(=O)N1CC2C(C2C1)CN)=O